2-(5-bromo-6-methyl-2-pyridyl)-8a-methyl-7-(7H-pyrrolo[2,3-d]pyrimidin-4-yl)-3,4,4a,5,6,8-hexahydro-1H-2,7-naphthyridine BrC=1C=CC(=NC1C)N1CC2(CN(CCC2CC1)C=1C2=C(N=CN1)NC=C2)C